BrC1=CC(=C(C=C1)C[C@](C(=O)OC(C)(C)C)(C)NC(=O)OC(C)(C)C)F tert-butyl (S)-3-(4-bromo-2-fluorophenyl)-2-((tert-butoxycarbonyl) amino)-2-methylpropionate